FC(C1(CCC1)C(=O)O)F 1-(difluoromethyl)cyclobutanecarboxylic acid